tert-butyl (2S)-4-(2-chloro-5-fluoropyrimidin-4-yl)-2-methylpiperazine-1-carboxylate ClC1=NC=C(C(=N1)N1C[C@@H](N(CC1)C(=O)OC(C)(C)C)C)F